1-(2-oxabicyclo[2.1.1]hex-4-yl)-N-((R)-1-(3-(difluoromethyl)-2-fluorophenyl)ethyl)-4-(((1R,5s,6s)-3-methyl-3-azabicyclo[3.1.0]hex-6-yl)amino)-6-oxo-1,6-dihydropyridine-3-carboxamide C12OCC(C1)(C2)N2C=C(C(=CC2=O)NC2[C@@H]1CN(C[C@H]21)C)C(=O)N[C@H](C)C2=C(C(=CC=C2)C(F)F)F